ClC1=C(C=C(N=N1)C=1C(NC(NC1)=O)=O)C1C(C1)C1=CC=CC=C1 5-(6-chloro-5-(2-phenylcyclopropyl)pyridazin-3-yl)pyrimidine-2,4(1H,3H)-dione